2-amino-4-bromo-3-methylbenzoic acid NC1=C(C(=O)O)C=CC(=C1C)Br